1-[(tert-butylamino)methyl]-4-hydroxy-meta-xylene-α,α'-diol sulphate S(=O)(=O)(O)O.C(C)(C)(C)NCC1(CC(=C(C=C1)O)CO)CO